N1=NC(=NC=C1)N1CCC2(CC1)[C@@H](C1=CC=CC=C1C2)N (S)-1'-(1,2,4-triazine-3-yl)-1,3-dihydro-spiro[indene-2,4'-piperidine]-1-amine